FC(C(=O)N1[C@H](CN(CC1)C=1C2=C(N=C(N1)OC[C@H]1N(CCC1)C)CN(CC2)C2=CN=CC1=CC=CC(=C21)[13CH3])CC#N)=C 2-((S)-1-(2-fluoroacryloyl)-4-(7-(5-(methyl-13C)isoquinolin-4-yl)-2-(((S)-1-methylpyrrolidin-2-yl)methoxy)-5,6,7,8-tetrahydropyrido[3,4-d]pyrimidin-4-yl)piperazin-2-yl)acetonitrile